NC([C@H](CO)NC(=O)C1=C(OC2=C1C=C(C=C2)OCC2COC2)C)=O (S)-N-(1-amino-3-hydroxy-1-oxopropan-2-yl)-2-methyl-5-(oxetan-3-ylmethoxy)benzofuran-3-carboxamide